C1(CCC1)CN[C@H]1CN(CCC1)C1=CC=C(N=N1)C(C(=O)NC1=NC(=CN=C1)N1CCCC1)C 2-(6-((R)-3-((cyclobutylmethyl)amino)piperidin-1-yl)pyridazin-3-yl)-N-(6-(pyrrolidin-1-yl)pyrazin-2-yl)propanamide